COS(=O)(=O)C=1C(=CC=C2C=C3C=CC=CC3=CC12)S(=O)(=O)[O-].[Ca+2].COS(=O)(=O)C=1C(=CC=C2C=C3C=CC=CC3=CC12)S(=O)(=O)[O-] calcium methylanthracenedisulfonate